N-((2S,3S)-1-(tert-butyl)-2-(4-chloro-3-fluorophenyl)pyrrolidin-3-yl)-4-(trifluoromethoxy)benzenesulfonamide C(C)(C)(C)N1[C@H]([C@H](CC1)NS(=O)(=O)C1=CC=C(C=C1)OC(F)(F)F)C1=CC(=C(C=C1)Cl)F